Cl.F[C@@H]1CN(CC1)C1=CC=C(C=N1)C=1C=C2N(N1)C(N(C2)C2=CC=NS2)=O (S)-2-(6-(3-fluoropyrrolidin-1-yl)pyridin-3-yl)-5-(isothiazol-5-yl)-4,5-dihydro-6H-imidazo[1,5-b]pyrazol-6-one hydrochloride